N-methyl-N-cyclohexylacrylamide CN(C(C=C)=O)C1CCCCC1